Cl.FC(CN[C@H](C)C1=CNC(C2=CC=CC=C12)=O)F (R)-4-(1-((2,2-difluoroethyl)amino)ethyl)isoquinolin-1(2H)-one hydrochloride